5-(N-(3-(1-((1s,3s)-adamantan-1-ylmethyl)-5-methyl-1H-pyrazol-4-yl)-6-(methyl(5-methyl-6-(thiazolo[5,4-b]pyridin-2-ylamino)pyridazin-3-yl)amino)picolinoyl)sulfamoyl)pentanoic acid C12(CC3CC(CC(C1)C3)C2)CN2N=CC(=C2C)C=2C(=NC(=CC2)N(C=2N=NC(=C(C2)C)NC=2SC3=NC=CC=C3N2)C)C(=O)NS(=O)(=O)CCCCC(=O)O